7-Amino-2-(4-methoxybenzyl)-1-methyl-5-(2-methylpyridin-3-yl)-1,5-dihydro-4H-imidazo[4,5-c]quinolin-4-one NC=1C=CC=2C3=C(C(N(C2C1)C=1C(=NC=CC1)C)=O)N=C(N3C)CC3=CC=C(C=C3)OC